O1CCOC2=NC(=CC=C21)NC(=O)C2=C(C(=O)O)C=C(C=C2)C(F)(F)F 2-({2H,3H-[1,4]dioxino[2,3-b]pyridin-6-yl}carbamoyl)-5-(trifluoromethyl)benzoic acid